2-(1H-indol-3-ylmethylene)-6-hydroxybenzofuran-3(2H)-one N1C=C(C2=CC=CC=C12)C=C1OC2=C(C1=O)C=CC(=C2)O